(S)-6-(4-Chlorophenyl)-N-(1-hydroxypropan-2-yl-1,1-d2)-2-(1-methyl-1H-pyrazole-4-yl)-3-oxo-2,3-dihydropyridazine-5-d-4-carboxamide ClC1=CC=C(C=C1)C=1C(=C(C(N(N1)C=1C=NN(C1)C)=O)C(=O)N[C@H](C([2H])([2H])O)C)[2H]